4-(2,5-Dimethylheptan-4-yl)benzene-1,3-diol CC(C)CC(C(CC)C)C1=C(C=C(C=C1)O)O